11-(2-((4-methoxybenzyl)oxy)ethyl)icosanoic acid COC1=CC=C(COCCC(CCCCCCCCCC(=O)O)CCCCCCCCC)C=C1